C12(CC3CC(CC(C1)C3)C2)CCN2C(C(N(C(C2([2H])[2H])([2H])[2H])CC#CC2=C3C(N(C(=NC3=CC=C2)C)C2C(NC(CC2)=O)=O)=O)([2H])[2H])([2H])[2H] 3-(5-(3-(4-(2-((1s,3s)-adamantan-1-yl)ethyl)piperazin-1-yl-2,2,3,3,5,5,6,6-d8)prop-1-yn-1-yl)-2-methyl-4-oxoquinazolin-3(4H)-yl)piperidine-2,6-dione